ClC=1C=C2C=C(NC2=CC1OCC1=NC=CC(=C1)C)CNC(=O)C1(CC1)C N-((5-chloro-6-((4-methylpyridin-2-yl)methoxy)-1H-indol-2-yl)methyl)-1-methylcyclopropane-1-carboxamide